4-{7-fluoro-6-[2-fluoro-1-(fluoromethyl)ethoxy]-3-(4-hydroxy-3-methoxybenzyl)-2,4-dioxo-3,4-dihydroquinazolin-1(2H)-yl}piperidine-1-carbaldehyde FC1=C(C=C2C(N(C(N(C2=C1)C1CCN(CC1)C=O)=O)CC1=CC(=C(C=C1)O)OC)=O)OC(CF)CF